FC1(CC=C(C=C1)C1=CC=C(C=C1)O)C(=O)O 4-fluoro-4'-hydroxybiphenyl-4-carboxylic acid